4-((4-chloro-5-fluoro-2-(2-methoxy-7-methylquinoxalin-5-yl)benzo[d]thiazol-6-yl)oxy)butanoic acid ClC1=C(C(=CC2=C1N=C(S2)C2=C1N=CC(=NC1=CC(=C2)C)OC)OCCCC(=O)O)F